O=C1NC(C(N1)CNC(OC(C)(C)C)=O)=O tertbutyl N-[(2,5-dioxoimidazolidin-4-yl)methyl]carbamate